BrC=1N(C(=CN1)CO)COCC[Si](C)(C)C (2-bromo-1-((2-(trimethylsilyl)ethoxy)methyl)-1H-imidazol-5-yl)methanol